[(4-amino-5-benzoyl-thiazol-2-yl)-(1,3-benzodioxol-5-yl)amino]propanamide NC=1N=C(SC1C(C1=CC=CC=C1)=O)N(C1=CC2=C(OCO2)C=C1)C(C(=O)N)C